O[C@H]1C[C@@]2(C3CC[C@@]4([C@H](CC[C@]4(C3=CC([C@@H]2C[C@H]1O)=O)O)C(CSCCO)=O)C)C (2S,3R,5R,10R,13R,14S,17S)-2,3,14-trihydroxy-17-[2-(2-hydroxyethyl-sulfanyl)acetyl]-10,13-dimethyl-2,3,4,5,9,11,12,15,16,17-decahydro-1H-cyclopenta[a]phenanthren-6-one